2-[5-(1H-imidazol-1-ylmethyl)pyridin-3-yl]-5-fluoro-1-(2-[18F]fluoroethyl)-1H-benzo[d]imidazole-6-carbonitrile N1(C=NC=C1)CC=1C=C(C=NC1)C1=NC2=C(N1CC[18F])C=C(C(=C2)F)C#N